FC1=CC=C2C(N3C(C2=C1)=CN=C3)C3C(COC3)O 4-(8-fluoro-5H-imidazo[5,1-a]isoindol-5-yl)tetrahydrofuran-3-ol